F\C(\C)=C(/C)\C1=CC=CC=C1 (E)-2-fluoro-3-phenylbut-2-en